phenyl 3-(3-chlorophenyl)acrylate ClC=1C=C(C=CC1)C=CC(=O)OC1=CC=CC=C1